C(C)N(C1CC2=C(OC3=C2C=C(C=C3)F)CC1)CC N,N-diethyl-8-fluoro-1,2,3,4-tetrahydro-2-dibenzo-furanamine